FC(C1(CN2N(C1=O)C(CC2)C=2C=NC=C(C#N)C2)CCC)F 5-(6-(difluoromethyl)-7-oxo-6-propylhexahydropyrazolo[1,2-a]pyrazol-1-yl)nicotinonitrile